N-(cyclohexylaminobenzylidene)-3-(triethoxysilyl)-1-propanamine C1(CCCCC1)NC(C1=CC=CC=C1)=NCCC[Si](OCC)(OCC)OCC